[C-]1(C=CC=C1)C(=O)C(CCC)(N)N.[CH-]1C=CC=C1.[Fe+2] ferroceneformyl-butanediamine